NC(CC(=O)O)CC(C)C 3-Amino-5-methyl-hexanoic acid